C(C)OC1=C(C=CC(=N1)[C@@H](CS(=O)(=O)C)N1C(NC=2C1=NC=C(C2C)C2=C(C#N)C=CC=C2)=O)OC (S)-2-(3-(1-(6-ethoxy-5-methoxypyridin-2-yl)-2-(methylsulfonyl)ethyl)-7-methyl-2-oxo-2,3-dihydro-1H-imidazo[4,5-b]pyridin-6-yl)benzonitrile